3-{[(5-methoxy-1,2,3,4-tetrahydronaphthalen-1-yl)methyl]amino}pyridine-4-carboxylic acid COC1=C2CCCC(C2=CC=C1)CNC=1C=NC=CC1C(=O)O